(3R)-4-[5-fluoro-2-(1-fluoro-3-methyl-6-{1-[(1R)-2-methyl-1-(piperidin-4-yl)propyl]azetidin-3-yl}imidazo[1,5-a]pyridin-8-yl)benzoyl]-3-methylmorpholine FC=1C=CC(=C(C(=O)N2[C@@H](COCC2)C)C1)C=1C=2N(C=C(C1)C1CN(C1)[C@H](C(C)C)C1CCNCC1)C(=NC2F)C